(4-bromo-2-fluorophenyl)(isopropyl)sulfane BrC1=CC(=C(C=C1)SC(C)C)F